2-(2,6-dioxopiperidin-3-yl)-5-fluoro-6-(4-(2-hydroxyethyl)piperidin-1-yl)isoindole O=C1NC(CCC1N1C=C2C=C(C(=CC2=C1)F)N1CCC(CC1)CCO)=O